FC1=C(C=C(C=C1)OC)C1=CC=C(C=C1)CCCC(=O)NC=1C=NC=CC1 4-(2'-fluoro-5'-methoxy-[1,1'-biphenyl]-4-yl)-N-(pyridin-3-yl)butanamide